(±)-(1R*,2R*)-2-[(5-bromo-2-{[1-(methylsulfonyl)piperidin-4-yl]amino}pyrimidin-4-yl)amino]-1-methylcyclopentanol BrC=1C(=NC(=NC1)NC1CCN(CC1)S(=O)(=O)C)N[C@H]1[C@@](CCC1)(O)C |r|